2,3-diethyl-1,5-pentanediol C(C)C(CO)C(CCO)CC